2-(3,5-Ditrifluoromethylphenyl)-3-((2,6-dimethylphenyl)aminocarbonyl)-9-hydroxy-1,8-dioxo-1,3,4,8-tetrahydro-2H-pyrido[1,2-a]pyrazine-7-carboxylic acid FC(C=1C=C(C=C(C1)C(F)(F)F)N1C(C=2N(CC1C(=O)NC1=C(C=CC=C1C)C)C=C(C(C2O)=O)C(=O)O)=O)(F)F